CC=1C(C2=CC=CC=C2C(C1CC=C(CCCC(CCCC(CCCC(C)C)C)C)C)=O)=O 2-methyl-3-(3,7,11,15-tetramethyl-hexadec-2-enyl)-1,4-naphthoquinone